FC=1C(=NC(=CC1)O)C=O 3-FLUORO-6-HYDROXYPYRIDINE-2-CARBOXALDEHYDE